ClC=1C=C(NC2(CCC3([C@H](CC4=CC=CC=C34)C[C@H](COC3=C(C=NC=C3)CC)C)CC2)C(=O)O)C=CC1 (1r,2'S,4S)-4-(3-chloroanilino)-2'-{(2R)-3-[(3-ethylpyridin-4-yl)oxy]-2-methylpropyl}-2',3'-dihydrospiro[cyclohexane-1,1'-indene]-4-carboxylic acid